O1C(CCCC1)O[C@@H](C)C=1N(C=CN1)CC1=NOC(=C1)C1=CC=C(C=C1)C#CC=1C=C(OCC(=O)N)C=CC1 2-(3-((4-(3-((2-((1S)-1-((tetrahydro-2H-pyran-2-yl)oxy)ethyl)-1H-imidazol-1-yl)methyl)isoxazol-5-yl)phenyl)ethynyl)phenoxy)acetamid